N(=C=O)CC12C3(CCC(C2CCC1)C3)CN=C=O bis(isocyanatomethyl)tricyclo[5.2.1.02,6]Decane